1-(4-(difluoromethoxy)phenyl)-N-hydroxycyclopropane-1-carboxamidine FC(OC1=CC=C(C=C1)C1(CC1)C(=N)NO)F